4-(6-methyl-1H-indole-3-yl)pyrimidin-2-amine CC1=CC=C2C(=CNC2=C1)C1=NC(=NC=C1)N